2-(5-methyl-3-((3aS,6aS)-5-methylhexahydropyrrolo[3,4-b]pyrrol-1(2H)-yl)-1,2,4-triazin-6-yl)-5-(trifluoromethyl)phenol CC=1N=C(N=NC1C1=C(C=C(C=C1)C(F)(F)F)O)N1[C@H]2[C@@H](CC1)CN(C2)C